Cl.O=C1NC(CCC1N1C(C2=CC=CC=C2C1=O)=O)=O 2-(2,6-Dioxopiperidin-3-yl)isoindole-1,3-dione hydrochloride salt